C(#N)C=1C=NN2C1C(=CC(=C2)OCC)C=2C=CC(=NC2)N2CCC(CC2)(C(=O)NC=2C=NC(=CC2)OC)C 1-(5-(3-cyano-6-ethoxypyrazolo[1,5-a]pyridin-4-yl)pyridin-2-yl)-N-(6-methoxypyridin-3-yl)-4-methylpiperidine-4-carboxamide